2-((8-amino-7-fluoro-6-(7-methyl-2-oxo-2,3-dihydro-1H-pyrrolo[3,2-b]pyridin-6-yl)isoquinolin-3-yl)amino)-5,6-dihydro-4H-pyrazolo[1,5-d][1,4]diazepin-7(8H)-one NC=1C(=C(C=C2C=C(N=CC12)NC1=NN2CC(NCCC2=C1)=O)C=1C(=C2C(=NC1)CC(N2)=O)C)F